2,3-Dimethoxy-benzaldehyd COC1=C(C=O)C=CC=C1OC